10-{2,6-difluoro-4-[(2-{[(2R)-2-hydroxypropyl]amino}ethyl)amino]phenyl}-8-ethyl-4-fluoro-9-oxo-6,8,10-triazatricyclo[9.4.0.02,7]pentadeca-1(11),2(7),3,5,12,14-hexaene-13-carbonitrile FC1=C(C(=CC(=C1)NCCNC[C@@H](C)O)F)N1C(N(C=2N=CC(=CC2C=2C=CC(=CC12)C#N)F)CC)=O